2-[(2S)-1-[(E)-4-fluorobut-2-enoyl]-4-[7-(8-methyl-1-naphthyl)-2-[[(3R)-1-methylpyrrolidin-3-yl]methoxy]-6,8-dihydro-5H-pyrido[3,4-d]pyrimidin-4-yl]piperazin-2-yl]acetonitrile FC/C=C/C(=O)N1[C@H](CN(CC1)C=1C2=C(N=C(N1)OC[C@H]1CN(CC1)C)CN(CC2)C2=CC=CC1=CC=CC(=C21)C)CC#N